Cl.N1=CN=CC=C1C(=O)N pyrimidine-6-carboxamide hydrochloride